(1R,2S)-3-(3,5-difluoro-phenyl)-N-(2,3-dihydroxy-1-naphthalen-2-yl-propyl)-acrylamide FC=1C=C(C=C(C1)F)C=CC(=O)N[C@@H]([C@@H](CO)O)C1=CC2=CC=CC=C2C=C1